N,N-diethyl-1,2-diaminoethane carbonate C(O)(O)=O.C(C)N(CCN)CC